N-{2-chloro-6-[4-(propan-2-yl)piperazin-1-yl]phenyl}-4-[5-(1-fluorocyclopropyl)-1,2,4-oxadiazol-3-yl]-4-methylpiperidine-1-carboxamide ClC1=C(C(=CC=C1)N1CCN(CC1)C(C)C)NC(=O)N1CCC(CC1)(C)C1=NOC(=N1)C1(CC1)F